[3-(1-methoxyprop-1-en-2-yl)phenyl]acetic acid COC=C(C)C=1C=C(C=CC1)CC(=O)O